(1-(1-(2,6-dioxopiperidin-3-yl)-3-methyl-2-oxo-2,3-dihydro-1H-benzo[d]imidazol-4-yl)piperidin-4-yl)acetaldehyde O=C1NC(CCC1N1C(N(C2=C1C=CC=C2N2CCC(CC2)CC=O)C)=O)=O